2-bromo-3-(ethylsulphinyl)-N-(1-methyl-1H-tetrazole-5-yl)-4-(trifluoromethyl)benzamide BrC1=C(C(=O)NC2=NN=NN2C)C=CC(=C1S(=O)CC)C(F)(F)F